Cl.O1CCC(CC1)COC1=CC=C2C(NC=NC2=C1)=O 7-((tetrahydro-2H-pyran-4-yl)methoxy)quinazolin-4(3H)-one hydrochloride